2-(2-methyl-2-{[2-(pyridin-4-yl)pyrido[3,4-d]Pyrimidin-4-yl]Amino}propoxy)ethan-1-ol CC(COCCO)(C)NC=1C2=C(N=C(N1)C1=CC=NC=C1)C=NC=C2